(3s,6s)-4,4-difluoro-6-[5-[3-cis-(trifluoromethoxy)cyclobutyl]-1,3,4-oxadiazol-2-yl]tetrahydropyran-3-amine FC1([C@H](CO[C@@H](C1)C=1OC(=NN1)C1(CCC1)OC(F)(F)F)N)F